C(C)N(C(C1=C(C=CC=C1)S(NCC(=O)NC1=CC=C(C=C1)O)(=O)=O)=O)CC N,N-Diethyl-2-(N-(2-(4-hydroxyphenylamino)-2-oxoethyl)sulfamoyl)benzamide